(S)-N-(2-hydroxyethyl)-5-((4-(3-((2-(1-hydroxyethyl)-1H-imidazol-1-yl)methyl)isoxazol-5-yl)phenyl)ethynyl)picolinamide OCCNC(C1=NC=C(C=C1)C#CC1=CC=C(C=C1)C1=CC(=NO1)CN1C(=NC=C1)[C@H](C)O)=O